benzylxylenol C(C1=CC=CC=C1)C=1C(C(C=CC1)(C)O)C